N-(2-deoxy-2-L-leucinamido-beta-D-glucopyranosyl)-N-octadecyldodecanoylamide hydrogen acetate salt C(C)(=O)O.N[C@@H](CC(C)C)C(=O)N[C@H]1[C@@H](O[C@@H]([C@H]([C@@H]1O)O)CO)[N-]C(C(CCCCCCCCCC)CCCCCCCCCCCCCCCCCC)=O